C(C1=CC=CC=C1)(=O)N1CC2=C(N(C=3C=CC=CC23)C(C(=O)NO)CCC)CC1 (2-benzoyl-1,2,3,4-tetrahydro-5H-pyrido[4,3-b]indol-5-yl)-N-hydroxypentanamide